C(N)(=O)C1=C(C(=CC(=C1)Cl)C)NC(=O)C=1N(N=C(C1)CN1N=C(N=N1)C=1C=C(C=CC1)C)C1=NC=CC=C1Cl N-(2-carbamoyl-4-chloro-6-methyl-phenyl)-2-(3-chloro-2-pyridyl)-5-[[5-(m-tolyl)tetrazol-2-yl]methyl]pyrazole-3-carboxamide